FC1=C(C=CC=C1)CC1=CC2=C(NC1=O)C(CN2C(=O)OC(C)(C)C)(C)C tert-butyl 6-[(2-fluorophenyl) methyl]-3,3-dimethyl-5-oxo-1h,2h,3h,4h,5h-pyrrolo[3,2-b]pyridine-1-carboxylate